divanadium tetraoxide [O-2].[O-2].[O-2].[O-2].[V+5].[V+5]